6,6'-(5-bromo-1,3-phenylene)bis(2-octylpyridine) BrC=1C=C(C=C(C1)C1=CC=CC(=N1)CCCCCCCC)C1=CC=CC(=N1)CCCCCCCC